4-[4-Ethyl-5-oxo-3-(tetrahydropyran-2-yloxymethyl)-1,2,4-triazol-1-yl]-2,5-difluoro-benzonitrile C(C)N1C(=NN(C1=O)C1=CC(=C(C#N)C=C1F)F)COC1OCCCC1